7-bromofuro[3,2-c]pyridine BrC=1C2=C(C=NC1)C=CO2